CS(=O)(=O)C1=C(C=CC(=C1)C(F)(F)F)CC1CC2(CN(C2)C(=O)N2CC3(C2)NC(CCC3)=O)C1 2-[6-[[2-methylsulfonyl-4-(trifluoromethyl)phenyl]methyl]-2-azaspiro[3.3]heptane-2-carbonyl]-2,5-diazaspiro[3.5]nonan-6-one